FC1=C(C(=O)O)C=CC(=C1)N1N=NC=2C1=NC=CC2 2-fluoro-4-(triazolo[4,5-b]pyridin-3-yl)benzoic acid